(3R)-4-(7-(cyclopropylsulfonyl)-6-ethyl-2-(1H-pyrazol-3-yl)-6,7,8,9-tetrahydro-2H-1,2,3,7-tetraazabenzo[cd]-azulen-4-yl)-3-methylmorpholine C1(CC1)S(=O)(=O)N1C(C=2C3=C(N(N=C3CC1)C1=NNC=C1)N=C(C2)N2[C@@H](COCC2)C)CC